tert-Butyl 2-(4-(4-amino-3-fluorobenzoyl)piperazin-1-yl)acetate NC1=C(C=C(C(=O)N2CCN(CC2)CC(=O)OC(C)(C)C)C=C1)F